triethanolamine N-lauroyl-β-alaninate C(CCCCCCCCCCC)(=O)NCCC(=O)O.N(CCO)(CCO)CCO